O=S1(CC2(C1)CN(C2)C=O)=O (2,2-dioxo-2-thia-6-azaspiro[3.3]hept-6-yl)methanone